4,5-dichloro-N-octyl-3-isoxazoline ClC1=CN(OC1Cl)CCCCCCCC